Cl.N1C(CCC=C1)C1=CC=NC=C1 tetrahydro-2,4'-bipyridine hydrochloride